P(OC1=C(C=C(C=C1)C)C(C)(C)C)(OC1=C(C=C(C=C1)C)C(C)(C)C)OC1=C(C=C(C=C1)C)C(C)(C)C tris(2-(tert-butyl)-4-methylphenyl) phosphite